ClC=1C(=NC(=NC1)NC=1C=CC(=C(C1)NC(C=C)=O)N1C=C(C=C1)N(C)C)O[C@H]1[C@@H]2[C@H](OC1)[C@@H](CO2)O N-(5-((5-Chloro-4-(((3R,3aR,6R,6aR)-6-hydroxyhexahydrofuro[3,2-b]furan-3-yl)oxy)pyrimidine-2-yl)amino)-2-(3-(dimethylamino)pyrrol-1-yl)phenyl)acrylamide